C(C)(C)(C)OC(N[C@H](C(=O)NC1=C(C(=C(C=C1)Br)Cl)C(C1=C(C=CC=C1F)F)=O)COC)=O.ClC=1C=C(C(=NC1)C=1N(C(=CN1)I)C)S(=O)(=O)CC 5-chloro-3-(ethylsulfonyl)-2-(5-iodo-1-methyl-1H-imidazol-2-yl)pyridine tert-butyl-N-[(1s)-2-[4-bromo-3-chloro-2-(2,6-difluorobenzoyl)anilino]-1-(methoxymethyl)-2-oxo-ethyl]carbamate